FC=1C=C(C=C(C1N1CC2(C1)CNC2)F)N2C(O[C@@H](C2)CNC(C)=O)=O (R)-N-((3-(3,5-difluoro-4-(2,6-diazaspiro[3.3]hept-2-yl)phenyl)-2-oxo-oxazolidin-5-yl)methyl)acetamide